ethyl (S)-2-((tert-butoxy carbonyl)amino)-5,5-difluorohexanoate C(C)(C)(C)OC(=O)N[C@H](C(=O)OCC)CCC(C)(F)F